ClC=1C=C(C=CC1C(=O)N1CCN(CC1)C(=O)[C@H]1[N+](CC=C1)(C)C)NC(=O)C=1N(C(=CN1)C1=C(C(=C(C=C1)OC)F)F)C N-[3-chloro-4-[4-[(2S)-1,1-dimethyl-2,5-dihydropyrrol-1-ium-2-carbonyl]piperazine-1-carbonyl]phenyl]-5-(2,3-difluoro-4-methoxy-phenyl)-1-methyl-imidazole-2-carboxamide